(2S)-3-(2-Bromo-4-carbamoyl-phenyl)-2-[(3R)-1-tert-butoxycarbonylpyrrolidin-3-yl]propanoic acid BrC1=C(C=CC(=C1)C(N)=O)C[C@H](C(=O)O)[C@@H]1CN(CC1)C(=O)OC(C)(C)C